6-(6-((7-Bromo-2-(2,6-dioxopiperidin-3-yl)-1,3-dioxoisoindolin-5-yl)methyl)-3,6-diazabicyclo[3.1.1]heptane-3-yl)-N-((1r,4r)-4-(3-chloro-4-cyanophenoxy)cyclohexyl)pyridazine-3-formamide BrC=1C=C(C=C2C(N(C(C12)=O)C1C(NC(CC1)=O)=O)=O)CN1C2CN(CC1C2)C2=CC=C(N=N2)C(=O)NC2CCC(CC2)OC2=CC(=C(C=C2)C#N)Cl